C(C)(=O)C1(C=CC=C1)[Na] acetyl-cyclopentadienyl-sodium